N-(6-(4-chlorophenyl)thiazolo[4,5-b]pyridin-2-yl)-2'-methoxy-5-methyl-[1,1'-biphenyl]-2-carboxamide ClC1=CC=C(C=C1)C=1C=C2C(=NC1)N=C(S2)NC(=O)C=2C(=CC(=CC2)C)C2=C(C=CC=C2)OC